3-[3-(6-pyridazin-4-ylpyrrolo[1,2-b]pyridazin-4-yl)-3,8-diazabicyclo[3.2.1]octan-8-yl]cyclobutane-1-carbonitrile N1=NC=C(C=C1)C=1C=C2N(N=CC=C2N2CC3CCC(C2)N3C3CC(C3)C#N)C1